2-Chloro-5-{[(2,2-dimethylpropionyl)amino]methyl}-N-{1-[3-(trifluoromethoxy)phenyl]-1H-indazol-4-yl}benzamide ClC1=C(C(=O)NC2=C3C=NN(C3=CC=C2)C2=CC(=CC=C2)OC(F)(F)F)C=C(C=C1)CNC(C(C)(C)C)=O